N[C@@H](C(=O)NCCOC)CCCOC1=C(C(=C(C=C1)Cl)Cl)CN1C2=NC=NC(=C2N=C1)N (R)-2-amino-5-(2-((6-amino-9H-purin-9-yl)methyl)-3,4-dichlorophenoxy)-N-(2-methoxyethyl)pentanamid